6-bromo-4-(1-ethoxyvinyl)-1,3-dimethyl-1,3-dihydro-2H-benzo[d]imidazol-2-one BrC=1C=C(C2=C(N(C(N2C)=O)C)C1)C(=C)OCC